ClC=1C=CC2=C(NC(=N2)[C@H](COC)[C@H]2CC[C@H](CC2)C2=CC=NC3=CC=C(C=C23)F)C1 |&1:9| (±)-4-((cis)-4-(1-(6-chloro-1H-benzo[d]imidazol-2-yl)-2-methoxyethyl)cyclohexyl)-6-fluoroquinoline